(1'R,2'R)-5'-methyl-4-pentyl-2'-(prop-1-en-2-yl-d5)-1',2',3',4'-tetrahydro-[1,1'-biphenyl]-2,6-diol CC=1CC[C@H]([C@@H](C1)C=1C(=CC(=CC1O)CCCCC)O)C(=C([2H])[2H])C([2H])([2H])[2H]